FC1=CC=C2CCCC(C2=C1)=O 7-fluoro-3,4-dihydronaphthalene-1(2H)-one